benzyl (16S)-12-(2,6-dimethylphenyl)-2,8,8-trioxo-15-oxa-8λ6-thia-1,9,11,18,22-pentaazatetracyclo[14.4.1.13,7.110,14]tricosa-3,5,7(23),10,12,14(22)-hexaene-18-carboxylate CC1=C(C(=CC=C1)C)C=1N=C2NS(C=3C=CC=C(C(N4CCN(C[C@@H](OC(C1)=N2)C4)C(=O)OCC4=CC=CC=C4)=O)C3)(=O)=O